N[C@H](C)C=1C(=C(C=CC1)C([C@](C)(O)C1CCC1)(F)F)F |&1:10| (2RS)-1-{3-[(1R)-1-aminoethyl]-2-fluorophenyl}-2-cyclobutyl-1,1-difluoropropan-2-ol